CC=1C(=NC(N([C@H]2C[C@H](O)[C@@H](CO)O2)C1)=O)N 2'-deoxy-5-methylcytidine